N-(2-((5-cyano-4-((2-isopropoxyphenyl)amino)pyrimidin-2-yl)amino)-5-(4-cyano-[1,4'-bipiperidin]-1'-yl)phenyl)acrylamide C(#N)C=1C(=NC(=NC1)NC1=C(C=C(C=C1)N1CCC(CC1)N1CCC(CC1)C#N)NC(C=C)=O)NC1=C(C=CC=C1)OC(C)C